chloropyrimidine-4-carboxamidine HCl salt Cl.ClC1=NC=CC(=N1)C(=N)N